2-((3-cyclopropyl-1,2,4-oxadiazol-5-yl)methyl)-6-(4-(difluoromethoxy)phenyl)pyridazine-3(2H)-one C1(CC1)C1=NOC(=N1)CN1N=C(C=CC1=O)C1=CC=C(C=C1)OC(F)F